ClC1=CC=C(C=C1)C1=C(C=CC=C1)CN1CCN(CC1)C1=CC=C(C(=O)NS(=O)(=O)C2=CC(=C(C=C2)N[C@@H](CSC2=CC=CC=C2)CCN(C)C)[N+](=O)[O-])C=C1 4-[4-[[2-(4-Chlorophenyl)phenyl]methyl]piperazin-1-yl]-N-[4-[[(2R)-4-(dimethylamino)-1-phenylsulfanylbutan-2-yl]amino]-3-nitrophenyl]sulfonylbenzamide